FC1(CN(C1)CCCOC1=C(C=C(C=N1)C1=CC=2C3=C(C=NC2C=C1)N(CC31CCC1)C)[N+](=O)[O-])F 8'-(6-(3-(3,3-Difluoroazetidin-1-yl)propoxy)-5-nitropyridin-3-yl)-3'-methylspiro[cyclobutane-1,1'-pyrrolo[2,3-c]quinolin]